2-(6-(2-fluoroethoxy)pyridin-3-yl)-5-(1-methyl-1H-pyrazol-4-yl)-4,5-dihydro-6H-imidazo[1,5-b]pyrazol-6-one hydrochloride Cl.FCCOC1=CC=C(C=N1)C=1C=C2N(N1)C(N(C2)C=2C=NN(C2)C)=O